BrC1=C2C(C=CSC2=CC=C1Br)=O 5,6-dibromo-4H-thiochromen-4-one